6-chloro-N,N-bis(4-methoxybenzyl)pyrimidin-4-amine ClC1=CC(=NC=N1)N(CC1=CC=C(C=C1)OC)CC1=CC=C(C=C1)OC